Methyl 2-(2-(((2S,4R)-1-((S)-2-(1-fluorocyclopropane-1-carboxamido)-3,3-dimethylbutanoyl)-4-hydroxypyrrolidine-2-carboxamido)methyl)-5-(4-methylthiazol-5-yl)phenoxy)acetate FC1(CC1)C(=O)N[C@H](C(=O)N1[C@@H](C[C@H](C1)O)C(=O)NCC1=C(OCC(=O)OC)C=C(C=C1)C1=C(N=CS1)C)C(C)(C)C